NC1=C2C(=NC=N1)N(N=C2C=2NC1=CC=C(C=C1C2)O)C(C)C 2-(4-amino-1-prop-2-ylpyrazolo[3,4-d]pyrimidin-3-yl)-1H-indol-5-ol